2-(5-amino-5-(2-(6-fluoropyridin-2-yl)-1,6-naphthyridin-7-yl)pentyl)isoindoline-1,3-dione NC(CCCCN1C(C2=CC=CC=C2C1=O)=O)C1=NC=C2C=CC(=NC2=C1)C1=NC(=CC=C1)F